4-(5-oxo-4,5-dihydro-1,2,4-oxadiazol-3-yl)benzonitrile O=C1NC(=NO1)C1=CC=C(C#N)C=C1